(3-(allyloxy)-5-fluoro-4-vinylphenyl)-3,8-diazabicyclo[3.2.1]octane-8-carboxylic acid tert-butyl ester C(C)(C)(C)OC(=O)N1C2(CNCC1CC2)C2=CC(=C(C(=C2)F)C=C)OCC=C